4-((1H-pyrrolo[2,3-b]pyridin-4-yl)oxy)aniline N1C=CC=2C1=NC=CC2OC2=CC=C(N)C=C2